(E)-1-((3S)-4-(6-chloro-7-(2-fluoro-6-hydroxyphenyl)-2-(((S)-1-methylpyrrolidin-2-yl)methoxy)pyrido[2,3-d]pyrimidin-4-yl)-3-methylpiperazin-1-yl)pent-2-ene-1,4-dione ClC1=CC2=C(N=C(N=C2N2[C@H](CN(CC2)C(\C=C\C(C)=O)=O)C)OC[C@H]2N(CCC2)C)N=C1C1=C(C=CC=C1O)F